FC(C(=O)N1CC(CCCC1)O)(F)C=1C=C(C(=O)NC2=CC(=C(C=C2)F)F)C=CC1F 3-(1,1-difluoro-2-(3-hydroxyazepan-1-yl)-2-oxoethyl)-N-(3,4-difluorophenyl)-4-fluorobenzamide